4-hydroxy-2-[[[4-[6-[5-(6-methyl-2-pyridyl)-1H-imidazol-4-yl]-3-quinolyl]cyclohex-3-en-1-yl]amino]methyl]butanoic acid OCCC(C(=O)O)CNC1CC=C(CC1)C=1C=NC2=CC=C(C=C2C1)C=1N=CNC1C1=NC(=CC=C1)C